4-(((1-(pyridin-4-yl)-1H-pyrazol-3-yl)methyl)sulfonyl)benzamide N1=CC=C(C=C1)N1N=C(C=C1)CS(=O)(=O)C1=CC=C(C(=O)N)C=C1